CC=1C(=CC=C2C1OC1(CC23OCCO3)CN(C1)C(=O)OC(C)(C)C)C(=O)OC 1-(tert-butyl) 7'-methyl 8'-methyldispiro[azetidine-3,2'-chromane-4',2''-[1,3]dioxolane]-1,7'-dicarboxylate